1,3-bis(4-methoxyphenyl)cyclohexane COC1=CC=C(C=C1)C1CC(CCC1)C1=CC=C(C=C1)OC